FC1(CCC(CC1)NC(C(C=1C=NC=C(C1)F)N(C(=O)[C@H]1[C@H]2C[C@H]2CN1C(=O)OC(C)(C)C)C1=CC=C(C=C1)S(F)(F)(F)(F)F)=O)F tert-butyl (1S,2R,5R)-2-[[2-[(4,4-difluorocyclohexyl)amino]-1-(5-fluoro-3-pyridyl)-2-oxo-ethyl]-[4-(pentafluoro-λ6-sulfanyl)phenyl]carbamoyl]-3-azabicyclo[3.1.0]hexane-3-carboxylate